N-(3-(2'-((4-(4-acetylpiperazin-1-yl)phenyl)amino)-7'-oxo-5'H-spiro[cyclopropane-1,8'-pyrido[4,3-d]pyrimidine]-6'(7'H)-yl)-4-methylphenyl)-3-(trifluoromethyl)benzamide C(C)(=O)N1CCN(CC1)C1=CC=C(C=C1)NC=1N=CC2=C(N1)C1(C(N(C2)C=2C=C(C=CC2C)NC(C2=CC(=CC=C2)C(F)(F)F)=O)=O)CC1